(E)-N-(4-(1-(6-(4-(6-(2-(2,6-dioxopiperidin-3-yl)-1-oxoisoindoline-5-yl)hex-5-yn-1-yl)piperazin-1-yl)nicotinoyl)piperidin-4-yl)butyl)-3-(pyridin-3-yl)acrylamide O=C1NC(CCC1N1C(C2=CC=C(C=C2C1)C#CCCCCN1CCN(CC1)C1=NC=C(C(=O)N2CCC(CC2)CCCCNC(\C=C\C=2C=NC=CC2)=O)C=C1)=O)=O